CN([C@@H](C(C)C)C(=O)O)CCC(C1=CC=CC=C1)OC1=CC=C(C=C1)OC.N1(CCCC1)CCNC(C1=CN=CC=C1)=O N-(2-(pyrrolidin-1-yl)ethyl)nicotinamide Methyl-(3-(4-methoxyphenoxy)-3-phenylpropyl)-L-valinate